C(C1=CC=CC=C1)N1C(C(=CC=C1CCCC=C)C)=O 1-benzyl-3-methyl-6-(pent-4-en-1-yl)pyridin-2(1H)-one